FC=1C(=NC(=CC1)NC1=NNC(=C1)C)CC1(CC(NCC1)C)C(=O)O 4-[[3-fluoro-6-[(5-methyl-1H-pyrazol-3-yl)amino]pyridin-2-yl]methyl]-2-methylpiperidin-4-carboxylic acid